3-(Ethyl-(tetrahydro-2H-pyran-4-yl)amino)-5-(6-fluoro-2',3',5',6'-tetrahydrospiro[inden-1,4'-pyran]-5-yl)-N-((4-methoxy-6-methyl-2-oxo-1,2-dihydropyridin-3-yl)methyl)-2-methylbenzamide C(C)N(C=1C(=C(C(=O)NCC=2C(NC(=CC2OC)C)=O)C=C(C1)C=1C=C2C=CC3(CCOCC3)C2=CC1F)C)C1CCOCC1